C(C(O)CC(=O)[O-])(=O)[O-].C[NH+]1[C@@H](CCC1)C=1C(=NC=CC1)C.C[NH+]1[C@@H](CCC1)C=1C(=NC=CC1)C (2S)-1-methyl-2-(2-methylpyridin-3-yl)pyrrolidin-1-ium malate